FC=1C=C(C=C(C1)OC)C1=NC(=NC(=N1)NC(C)C)NC1=CC(=NC=C1)C(F)(F)F (3-fluoro-5-methoxyphenyl)-N2-isopropyl-N4-(2-(trifluoromethyl)pyridin-4-yl)-1,3,5-triazine-2,4-diamine